N5-((1R,3R,5S,6r)-3-oxabicyclo[3.1.0]hexan-6-yl)-N3-methyl-1-((S)-1-phenylethyl)-1H-pyrazole-3,5-dicarboxamide [C@H]12COC[C@@H]2C1NC(=O)C1=CC(=NN1[C@@H](C)C1=CC=CC=C1)C(=O)NC